3-((13S,15S,Z)-16-(hydroxymethylene)-13-methyl-17-oxo-7,8,9,11,12,13,14,15,16,17-decahydro-6H-cyclopenta[a]phenanthren-15-yl)-N-(4-methoxypyridin-2-yl)propanamide O\C=C/1\[C@H](C2C3CCC=4C=CC=CC4C3CC[C@@]2(C1=O)C)CCC(=O)NC1=NC=CC(=C1)OC